C(C)C(C(C(=O)O)=O)C1=CC=CC=C1.C1(=CC=CC=C1)CC(C(=O)OCC)=O ethyl 3-phenyl-2-ketopropanoate (ethyl phenylpyruvate)